CC([O-])C.CC([O-])C.CC([O-])C.CC([O-])C.[Sn+4] tin tetraisopropoxide